C(C)(C)(C)OC(=O)N1C(=CC2(CCC(C2)(F)F)CC1)C1=CC=C(C=C1)C(=O)OC 2,2-difluoro-7-(4-(methoxycarbonyl)phenyl)-8-azaspiro[4.5]dec-6-ene-8-carboxylic acid tert-butyl ester